(S)-1-(4-(4-((4-([1,2,4]triazolo[1,5-a]pyridin-7-yloxy)-2-fluoro-3-methylphenyl)amino)-7-chloropyrido[3,2-d]pyrimidin-6-yl)-2-methylpiperazin-1-yl)prop-2-en-1-one N=1C=NN2C1C=C(C=C2)OC2=C(C(=C(C=C2)NC=2C1=C(N=CN2)C=C(C(=N1)N1C[C@@H](N(CC1)C(C=C)=O)C)Cl)F)C